2-benzyl-2,8-diazaspiro[4.5]decane-4-carboxylate C(C1=CC=CC=C1)N1CC2(C(C1)C(=O)[O-])CCNCC2